C(COCCOCCOCCN1C(C=CC1=O)=O)N1C(C=CC1=O)=O N,N'-(3,6,9-trioxaundecane-1,11-diyl)bismaleimide